CC1=C(C=CN=N1)C1=CC=CC=C1 6-methyl-5-phenyl-pyridazine